2-propenylphosphonic acid (methyl) (2-propynyl) ester C(C#C)OP(OC)(=O)CC=C